The molecule is an amino cyclitol glycoside that is the 1-O-(2-amino-2-deoxy-alpha-D-glucopyranoside) and the 3-O-(2,6-diamino-2,6-dideoxy-beta-L-idopyranosyl)-beta-D-ribofuranoside of 4,6-diamino-2,3-dihydroxycyclohexane (the 1R,2R,3S,4R,6S diastereoisomer). It is obtained from various Streptomyces species. A broad-spectrum antibiotic, it is used (generally as the sulfate salt) for the treatment of acute and chronic intestinal protozoal infections, but is not effective for extraintestinal protozoal infections. It is also used as a therapeutic against visceral leishmaniasis. It has a role as an antibacterial drug, an antiprotozoal drug, an anthelminthic drug and an antiparasitic agent. It is an aminoglycoside antibiotic and an amino cyclitol glycoside. It derives from a streptamine. C1[C@H]([C@@H]([C@H]([C@@H]([C@H]1N)O[C@@H]2[C@@H]([C@H]([C@@H]([C@H](O2)CO)O)O)N)O[C@H]3[C@@H]([C@@H]([C@H](O3)CO)O[C@@H]4[C@@H]([C@H]([C@@H]([C@@H](O4)CN)O)O)N)O)O)N